Cl.FC1=C(C=CC=C1C=1N=C(SC1C1=NC(=NC=C1)NC)C1CCNCC1)C(CC)S(=O)(=O)N (2-fluoro-3-{5-[2-(methyl-amino)pyrimidin-4-yl]-2-(piperidin-4-yl)-1,3-thiazol-4-yl}phenyl)propane-1-sulfonamide hydrochloride salt